1-(bicyclo[1.1.1]pentan-1-ylmethyl)-4-(4-(4,4,5,5-tetramethyl-1,3,2-dioxaborolan-2-yl)phenyl)-1H-1,2,3-triazole C12(CC(C1)C2)CN2N=NC(=C2)C2=CC=C(C=C2)B2OC(C(O2)(C)C)(C)C